C(\C=C\C1=CC(OC)=C(O)C(OC)=C1)C1=CC=C(C=C1)O sinapyl-p-hydroxybenzene